bis-ethyl-acetoacetate C(C)C(C(CC(=O)[O-])=O)CC